4-ethyl-8-fluoro-4-hydroxy-11-(5-methyl-4,5,6,7-tetrahydropyrazolo[1,5-a]pyrazin-3-yl)-1H-pyrano[3',4':6,7]indolizino[2,1-b]quinoline-3,6,14(4H,11H,12H)-trione C(C)C1(C(OCC=2C(N3CC=4N(C5=CC=C(C=C5C(C4C3=CC21)=O)F)C=2C=NN1C2CN(CC1)C)=O)=O)O